C(C1=CC=CC=C1)OC(=O)NC=1C(=C(C=CC1)[C@@](CC(=O)OC)(C)NC(=O)OC(C)(C)C)Cl Methyl (3S)-3-[3-(benzyloxycarbonylamino)-2-chlorophenyl]-3-(tert-butoxycarbonyl-amino)butanoate